N\C(\CC(=O)OCCCC)=N/OC(=O)C1(CC1)S(=O)(=O)C butyl (Z)-3-amino-3-(((1-(methylsulfonyl)cyclopropane-1-carbonyl)oxy)imino)propanoate